6-(1-(1-ethoxyethyl)-1H-pyrazol-4-yl)-[1,2,4]triazolo[1,5-a]pyridin-2-amine C(C)OC(C)N1N=CC(=C1)C=1C=CC=2N(C1)N=C(N2)N